C(C)(C)(C)C1OC2=C(C=C(C(=C2)OC)C2=NC=CC(=N2)C(N)=O)C=2N(N=C(C21)C(=O)NC)C2=CC(=CC(=C2)Cl)Cl tert-butyl-8-(4-carbamoylpyrimidin-2-yl)-1-(3,5-dichlorophenyl)-7-methoxy-N-methyl-1,4-dihydrobenzopyrano[4,3-c]pyrazole-3-carboxamide